ClC=1C=C(C#N)C=C(C1O)C 3-chloro-4-hydroxy-5-methylbenzonitrile